CO[C@@H](CN(C(OC(C)(C)C)=O)C)CN1C(=NC2=[N+](C=CC=C21)[O-])C tert-butyl N-[(2R)-2-methoxy-3-(2-methyl-4-oxido-imidazo[4,5-b]pyridin-4-ium-1-yl)propyl]-N-methyl-carbamate